P(=O)(O)(O)OCC[N+](C)(C)C.OCC[N+](C)(C)C dicholine monohydrogen phosphate